Di-tert-butyl(((S)-6-amino-1-(tert-butoxy)-1-oxohexan-2-yl)carbamoyl)-L-glutamate C(C)(C)(C)[C@](N(C(N[C@H](C(=O)OC(C)(C)C)CCCCN)=O)C(C)(C)C)(CCC(=O)[O-])C(=O)[O-]